3-[3-(2H-benzotriazole-2-yl)-5-(1,1-dimethyl-ethyl)-4-hydroxyphenyl]propionic acid pentyl ester C(CCCC)OC(CCC1=CC(=C(C(=C1)C(C)(C)C)O)N1N=C2C(=N1)C=CC=C2)=O